trans-3,4-heptanediol CCC(C(CCC)O)O